O=C1OC(CC1C1CC2C(C(OC2=O)=O)C2=C1C=CC(=C2)OCC(C2=CC=C(C=C2)OCOC2=CC=C(C=C2)\C=C\C(C2=CC=CC=C2)=O)O)=O 5-(2,5-Dioxooxolan-3-yl)-8-[2-hydroxy-2-[4-[[4-[(E)-3-oxo-3-phenylprop-1-enyl]phenoxy]methoxy]phenyl]ethoxy]-3a,4,5,9b-tetrahydrobenzo[e][2]benzofuran-1,3-dione